FC1=C(C(=CC=C1)F)S(=O)(=O)N1CCC(CC1)OC=1C2=C(N=CN1)C=CS2 4-((1-((2,6-difluorophenyl)sulfonyl)piperidin-4-yl)oxy)thieno[3,2-d]pyrimidine